5-methyl-4,5,6,7-tetrahydropyrazolo[1,5-a]pyrazin CN1CC=2N(CC1)N=CC2